4-[(1R,3R)-3-(hydroxymethyl)-2,2-dimethylcyclopropyl]benzenesulfonamide OC[C@H]1C([C@@H]1C1=CC=C(C=C1)S(=O)(=O)N)(C)C